N-methyl-1,7-diazaspiro[3.5]nonane-1-carboxamide CNC(=O)N1CCC12CCNCC2